IC1=CN=CN1CCOC 5-iodo-1-(2-methoxyethyl)-1H-imidazole